1-(Phenylpropyl)-4-[3-(triethoxysilyl)propyl]-1H-1,2,3-triazole C1(=CC=CC=C1)CCCN1N=NC(=C1)CCC[Si](OCC)(OCC)OCC